C(C)(C)(C)OC(=O)N1C[C@@H](N(CC1)C=1C=NC(=CC1)[N+](=O)[O-])C.C(C)C(C(C)C)CCC(CCCC(C)C)C 3-ethyl-2,6,10-trimethyl-undecane tert-butyl-(3S)-3-methyl-4-(6-nitropyridin-3-yl)piperazine-1-carboxylate